FC1(CN(CCC1)C1=NC=C(C=C1)[N+](=O)[O-])F 2-(3,3-difluoropiperidin-1-yl)-5-nitropyridine